3-[5-(aminomethyl)-6-fluoro-1-oxo-2,3-dihydro-1H-isoindol-2-yl]piperidine-2,6-dione NCC=1C=C2CN(C(C2=CC1F)=O)C1C(NC(CC1)=O)=O